C(C)(C)(C)OC(=O)N[C@H](CCO)C(=O)O (tert-butoxycarbonyl)-D-homoserine